ethyl (R)-3,7-dimethyloct-6-enoate C[C@@H](CC(=O)OCC)CCC=C(C)C